C1(CC1)[C@]1(C(NC(N1)=O)=O)CCC(=O)N1CCC(=CC1)C1=CC(=CC(=C1)F)F (S)-5-cyclopropyl-5-{3-[4-(3,5-difluoro-phenyl)-3,6-dihydro-2H-pyridin-1-yl]-3-oxo-propyl}-imidazoline-2,4-dione